2,4-difluoro-N-(2-methoxy-5-(8-(piperazin-1-yl)naphthalen-2-yl)pyridin-3-yl)benzenesulfonamide trifluoroacetate FC(C(=O)O)(F)F.FC1=C(C=CC(=C1)F)S(=O)(=O)NC=1C(=NC=C(C1)C1=CC2=C(C=CC=C2C=C1)N1CCNCC1)OC